isobutylene hydrogen chloride Cl.CC(C)=C